CC=1C2=COC=C2C=CC1[C@@H]1CN(CCO1)CC=1C=NN(C1)C1=NC=CN=C1 (R)-4-methyl-5-(4-((1-(pyrazin-2-yl)-1H-pyrazol-4-yl)methyl)morpholin-2-yl)isobenzofuran